N-(5-methylthiophen-2-yl)benzofuran-2-carboxamide CC1=CC=C(S1)NC(=O)C=1OC2=C(C1)C=CC=C2